2-methoxy-N-({4-[(methylcarbamoyl)amino]phenyl}-sulphonyl)benzamide COC1=C(C(=O)NS(=O)(=O)C2=CC=C(C=C2)NC(NC)=O)C=CC=C1